tert-butyl 2-[(Z)-[(2R)-2-hydroxy-2,6,6-trimethyl-norpinan-3-ylidene]amino]acetate O[C@@]\1(C2C(C(C/C1=N/CC(=O)OC(C)(C)C)C2)(C)C)C